NC=1C=C(N=NC1OC)C1CN(CCC1(F)F)C(C(=O)NC1=NC=C(C=C1)F)C 2-(3-(5-amino-6-methoxypyridazin-3-yl)-4,4-difluoropiperidin-1-yl)-N-(5-fluoropyridin-2-yl)propanamide